N1N=CC(=C1)C1=CC=C(C2=C1OCO2)NC2=CC=NC1=CC(=CC=C21)C N-(7-(1H-pyrazol-4-yl)benzo[d][1,3]dioxol-4-yl)-7-methylquinolin-4-amine